C(C)(C)(C)[C@]12CN(C[C@H]2[C@H]1C=1SC=C(N1)C(=O)OCC)C(=O)OC[C@@H]1CN(CCC1)C=1C2=C(N=C(N1)Cl)C(=C(N=C2)Cl)F (S)-(1-(2,7-dichloro-8-fluoropyrido[4,3-d]pyrimidin-4-yl)piperidin-3-yl)methanol tert-butyl-(1R,5S,6R)-6-[4-(ethoxycarbonyl)-1,3-thiazol-2-yl]-3-azabicyclo[3.1.0]hexane-3-carboxylate